ClC1=C(C#N)C=C(C=C1)N1C2=C(C(=C1)C(F)(F)F)[C@@H](C(C2)(F)F)O (S)-2-chloro-5-(5,5-difluoro-4-hydroxy-3-(trifluoromethyl)-5,6-dihydro-cyclopenta[b]pyrrol-1(4H)-yl)benzonitrile